(1R,2S,5S)-6,6-dimethyl-3-(3-methyl-L-valyl)-3-azabicyclo[3.1.0]hexane-2-carboxylic acid methyl ester, hydrochloride Cl.COC(=O)[C@@H]1[C@H]2C([C@H]2CN1C([C@@H](N)C(C)(C)C)=O)(C)C